(S)-6-benzhydryl-11-(benzyloxy)-3-(difluoromethyl)-5H-imidazo[1,2-a]pyrido[2,1-c]pyrazin-10(6H)-one C(C1=CC=CC=C1)(C1=CC=CC=C1)[C@@H]1N2C(C=3N(C1)C(=CN3)C(F)F)=C(C(C=C2)=O)OCC2=CC=CC=C2